CC(C(C#N)O)(CO)C 3,3-dimethyl-2,4-dihydroxybutyronitrile